C(C1=CC=CC=C1)C1C(C2=CC=C(C=C2C1)Cl)=O benzyl-5-chloro-1-indanone